N1(CCC1)C(CN1N=CC2=NC=C(C=C21)C2=CC(=C(C=C2)F)C(C)(F)F)=O 1-(Azetidin-1-yl)-2-[6-[3-(1,1-difluoroethyl)-4-fluoro-phenyl]pyrazolo[4,3-b]pyridin-1-yl]ethanone